N-(4-{[6-(5-Chloro-2-Fluorophenyl)Pyridazin-4-yl]Amino}Pyridin-2-yl)-3-(4-Methyl-3-Oxopiperazin-1-yl)Propanamid ClC=1C=CC(=C(C1)C1=CC(=CN=N1)NC1=CC(=NC=C1)NC(CCN1CC(N(CC1)C)=O)=O)F